3-(N-butyl-acetamido)-propionic acid ethyl ester C(C)OC(CCN(C(C)=O)CCCC)=O